methyl 2-(2-(4-((dimethylamino)methyl)-2-fluorophenyl)-5-methyl-8-oxo-5,8-dihydro-4H-spiro[furo[3,4-d][1,2,4]triazolo[1,5-a]pyrimidine-7,4'-piperidin]-4-yl)acetate CN(C)CC1=CC(=C(C=C1)C1=NN2C(N(C3=C(C2=O)C2(CCNCC2)OC3C)CC(=O)OC)=N1)F